(2s)-2-amino-4-(4,4,4-trifluoro-3-(4-(phenyl-sulfonyl)phenyl)butylsulfonimidoyl)butanoic acid N[C@H](C(=O)O)CCS(=O)(=N)CCC(C(F)(F)F)C1=CC=C(C=C1)S(=O)(=O)C1=CC=CC=C1